(R)-6-chloro-3-((1-(2-(4-(5-(difluoromethyl)pyrazin-2-yl)piperidin-1-yl)-3,6-dimethyl-4-oxo-3,4-dihydroquinazolin-8-yl)ethyl)amino)-N-(methylsulfonyl)picolinamide ClC1=CC=C(C(=N1)C(=O)NS(=O)(=O)C)N[C@H](C)C=1C=C(C=C2C(N(C(=NC12)N1CCC(CC1)C1=NC=C(N=C1)C(F)F)C)=O)C